The molecule is an organic sodium salt resulting from the replacement of the proton from the carboxy group of 4-hydroxybenzoic acid by a sodium ion. It has a role as an algal metabolite and a plant metabolite. It contains a 4-hydroxybenzoate. C1=CC(=CC=C1C(=O)[O-])O.[Na+]